C(C)(C)(C)[S@@](=O)N1CC2(NNC=C2[C@H]1C1=C(C(=CC=C1)OC)C)O (4R)-5-[(R)-tert-butylsulfinyl]-4-(3-methoxy-2-methyl-phenyl)-1,2,4,6-tetrahydropyrrolo[3,4-c]pyrazol-6a-ol